(3-(4-methylpiperazin-1-yl)-1H-pyrazol-1-yl)benzonitrile CN1CCN(CC1)C1=NN(C=C1)C1=C(C#N)C=CC=C1